C(C(O)C1=CC=CC=C1)(=S)O thiomandelic acid